C(#N)CCC(C(=O)OC(C)(C)C)C=1C(=NC2=C(C=CC=C2C1)[N+](=O)[O-])C tert-butyl 4-cyano-2-(2-methyl-8-nitroquinolin-3-yl)butanoate